BrC=1C(=C2C(N(C=NC2=CC1)C(C)C)=O)C 6-bromo-3-isopropyl-5-methyl-3,4-dihydro-4-quinazolinone